ClC=1C=C(C=CC1)N1N=C(C2=C1C(N(CC2)C2=CC=C1CCN(CC1=C2)CCO)=O)C(=O)NCC=2C=NC(=CC2C)C 1-(3-Chlorophenyl)-N-((4,6-dimethylpyridin-3-yl)methyl)-6-(2-(2-hydroxyethyl)-1,2,3,4-tetrahydroisoquinolin-7-yl)-7-oxo-4,5,6,7-tetrahydro-1H-pyrazolo[3,4-c]pyridine-3-carboxamide